ClC=1C=CC(=C(\C=N/C(C(CO)=O)CC2=CC=C(C=C2)O)C1)O (Z)-3-(5-chloro-2-hydroxybenzylideneamino)-1-hydroxy-4-(4-hydroxyphenyl)butan-2-one